CC1=CC=C(C=C1)CN1C(CCC1=O)CC(=O)N1[C@H](CCC1)C(=O)O (2R)-1-[2-[1-[(4-Methylphenyl)methyl]-5-oxopyrrolidin-2-yl]acetyl]pyrrolidin-2-carboxylic acid